CC1OC2(C3=CC=CC=C3SC=3C(=C(C=CC23)OCC(=O)OC2(C3CC4CC(CC2C4)C3)C)OCC(=O)OC3(C4CC2CC(CC3C2)C4)C)OC(C1)C (2-methyl-2-adamantyl) 2-[4,6-dimethyl-4'-[2-[(2-methyl-2-adamantyl)oxy]-2-oxo-ethoxy]spiro[1,3-dioxane-2,9'-thioxanthene]-3'-yl]oxyacetate